C(CCCCCCC)OC(CCCCCCC\C=C/CCCCCC)=O palmitoleic acid octyl ester